(3E,13Z)-3,13-octadecdienonoxymethyl ether C(C(\C=C\CCCCCCCC\C=C/CCCC)=O)OCOCOCC(\C=C\CCCCCCCC\C=C/CCCC)=O